1-methyl-N-((S)-1-(3-((R)-2-methylpiperidin-1-yl)-1,2,4-oxadiazol-5-yl)ethyl)-3-(trifluoromethyl)-1H-pyrazole-5-carboxamide CN1N=C(C=C1C(=O)N[C@@H](C)C1=NC(=NO1)N1[C@@H](CCCC1)C)C(F)(F)F